NC/C(/CN1N=CN(C1=O)CC=1SC(=CC1)C1=CC=C(C=C1)C1=NN=CN1)=C/F 2-[(2Z)-2-(aminomethyl)-3-fluoroprop-2-en-1-yl]-4-({5-[4-(4H-1,2,4-triazol-3-yl)phenyl]thiophen-2-yl}methyl)-2,4-dihydro-3H-1,2,4-triazol-3-one